3-((2-(trimethylsilyl)ethoxy)methyl)benzo[d]oxazol-2(3H)-one C[Si](CCOCN1C(OC2=C1C=CC=C2)=O)(C)C